CN(C)CCC=1[Se]C2=C(C1)C=CC=C2 N,N-dimethylaminoethyl-benzoselenophene